C(C(C)C)N1C2=C(C3=C1C=C(S3)C3=CC=C(C=1C3=NSN1)C=C(C#N)C#N)SC1=C2C=CC=C1 2-((7-(N-(isobutyl)-benzothieno[3,2-b]thieno[2,3-d]-pyrrol-2-yl)benzo[c][1,2,5]thiadiazol-4-yl)methylene)malononitrile